Aminopropyl-methyl-dimethoxysilane NCCC[Si](OC)(OC)C